methyl-(biphenylyl)(dimethylfluorenyl)(methylspirobifluorenyl)amine CC=1C(=C(C2(C3=CC4=CC=CC=C4C13)C=CC=C1C3=CC=CC=C3C=C12)N(C1=C(C(=CC=2C3=CC=CC=C3CC12)C)C)C1=C(C=CC=C1)C1=CC=CC=C1)C